N,N-dibenzyl-8-bromo-4'-((4-methoxybenzyl)oxy)-2'-(methylthio)-3,4,5',8'-tetrahydro-2H-spiro[naphthalene-1,7'-pyrano[4,3-d]pyrimidin]-7-amine C(C1=CC=CC=C1)N(C1=CC=C2CCCC3(CC=4N=C(N=C(C4CO3)OCC3=CC=C(C=C3)OC)SC)C2=C1Br)CC1=CC=CC=C1